CON=C(C(=O)OC)CC1=C(C=CC(=C1)C1OCC(O1)CCC(C1=CC=CC=C1)=O)C methyl 2-(methoxyimino)-3-(2-methyl-5-(4-(3-oxo-3-phenylpropyl)-1,3-dioxolan-2-yl)phenyl)propanoate